[(4S)-7-chloro-6-(2,6-difluorophenyl)-4-methyl-8-(trifluoromethyl)-4H-imidazo[1,2-a][1,4]benzodiazepin-2-yl]methanol ClC1=C(C=CC2=C1C(=N[C@H](C=1N2C=C(N1)CO)C)C1=C(C=CC=C1F)F)C(F)(F)F